(4aR,8aR)-1-methyl-octahydroquinolin-6(2H)-one CN1CCC[C@@H]2CC(CC[C@@H]12)=O